3-((Z-2-(3,4-dihydroxyphenyl)-2-(hydroxyimino)acetamido)-2-oxoimidazolidin-1-yl)-7-oxo-4-thia-1-azabicyclo[3.2.0]heptane-3-carboxylate OC=1C=C(C=CC1O)/C(/C(=O)NN1C(N(CC1)C1(CN2C(CC2S1)=O)C(=O)[O-])=O)=N/O